Cl.FCC1(CC1)CN (1-(fluoromethyl)cyclopropyl)methanamine hydrochloride